5-chloro-4,6-dimethyl-N-(2-oxo-1,2-dihydropyridin-4-yl)-2-(6-azaspiro[2.5]oct-6-yl)nicotinamide ClC=1C(=NC(=C(C(=O)NC2=CC(NC=C2)=O)C1C)N1CCC2(CC2)CC1)C